ClC1=C(CN2N=C3N([C@@H](CCC3)C(=O)O)C2=O)C=CC(=C1)F (5S)-2-(2-Chloro-4-fluorobenzyl)-3-oxo-2,3,5,6,7,8-hexahydro[1,2,4]triazolo[4,3-a]pyridine-5-carboxylic acid